C(C)OC(NC1CCC(CC1)NC(=O)C1=C(C=2N(N=C1)C=C(C2)C2=C(C=NC=C2)F)NC(C)C)=O ((1r,4r)-4-(6-(3-fluoropyridin-4-yl)-4-(isopropylamino)pyrrolo[1,2-b]pyridazine-3-carboxamido)cyclohexyl)carbamic acid ethyl ester